1-(3-((4-((2,6-dichloro-phenyl)amino)pyrido[3,4-d]pyrimidin-6-yl)oxy)-azetidin-1-yl)prop-2-en-1-one ClC1=C(C(=CC=C1)Cl)NC=1C2=C(N=CN1)C=NC(=C2)OC2CN(C2)C(C=C)=O